1,2,3,4-tetrahydroquinoline-7-carboxylic acid N1CCCC2=CC=C(C=C12)C(=O)O